6-methoxy-N-(4-(oxetan-3-ylmethoxy)pyridin-2-yl)nicotinamide COC1=NC=C(C(=O)NC2=NC=CC(=C2)OCC2COC2)C=C1